NC1=CC=C(C=C1)C1=CN(C=2N=CN=C(C21)N)CC2CC2 5-(4-aminophenyl)-7-(cyclopropylmethyl)-7H-pyrrolo[2,3-d]pyrimidin-4-amine